hydroxyfluoroethane OC(C)F